C1(C(CCCC1)CN)CN 2-cyclohexanedimethylamine